(E)-N'-(3,5-dimethoxybenzylidene)-5-(4-methoxyphenyl)pyrazine-2-carbohydrazide COC=1C=C(\C=N\NC(=O)C2=NC=C(N=C2)C2=CC=C(C=C2)OC)C=C(C1)OC